NC1=NC=CC(=C1)C1=CC=C2C(=N1)NC(=N2)C 5-(2-aminopyridin-4-yl)-2-methyl-3H-imidazo[4,5-b]pyridin